CC(C)[C@@H](C(=O)N[C@@H](CC(=O)OC)C(=O)CF)NC(=O)[C@H](CCC(=O)OC)NC(=O)[C@H](CC(=O)OC)NC(=O)OCC1=CC=CC=C1 The molecule is a tetrapeptide consisting of Fmoc-L-aspartic acid 4-methyl ester, methyl L-alpha-glutamic acid 5-methyl ester, L-valine and the fluoromethyl ketone derived from the 1-carboxy group of L-aspartic acid 4-methyl ester coupled in sequence. It is a specific, irreversible caspase-3 inhibitor that also shows potent inhibition of caspase-6, caspase-7, caspase-8, and caspase-10. It has a role as an apoptosis inhibitor, an EC 3.4.22.56 (caspase-3) inhibitor and a neuroprotective agent.